COC(C[C@H](NC(C(C)(C)NC(=O)OC(C)(C)C)=O)C1=CC=C(C=C1)C1=CC=C(C2=CC=CC=C12)OCC1=CC=CC=C1)=O (S)-3-(4-(4-(benzyloxy)naphthalen-1-yl)phenyl)-3-(2-((tert-butyloxycarbonyl)amino)-2-methylpropionamido)propanoic acid methyl ester